ClC1=NC=C(C=N1)CN1C=CC=C2C1=NC(N(C2=O)C2=CC(=C(C=C2)Cl)Cl)=O 8-((2-chloropyrimidin-5-yl)methyl)-3-(3,4-dichlorophenyl)pyrido[2,3-d]pyrimidine-2,4(3H,8H)-dione